ClC1=CC2=C(C(=NO2)N2C(N3C(=C2)C([C@@H](C3)NS(=O)(=O)CC)(F)F)=O)C(=C1F)C1=C(C=C(C=C1F)F)F N-{(6R)-2-[6-chloro-5-fluoro-4-(2,4,6-trifluorophenyl)-1,2-benzoxazol-3-yl]-7,7-difluoro-3-oxo-2,5,6,7-tetrahydro-3H-pyrrolo[1,2-c]imidazol-6-yl}ethanesulfonamide